C(C=C)(=O)N1CC(CC1)C=1N=C(N2C(=NC=CC21)N)C2=CC(=C(C(=O)NC1=NC=CC(=C1)C(F)(F)F)C=C2)C(F)(F)F 4-(1-(1-acryloylpyrrolidin-3-yl)-5-aminoimidazo[1,5-c]pyrimidin-3-yl)-2-(trifluoromethyl)-N-(4-(trifluoromethyl)pyridin-2-yl)benzamide